ClC=1C=CC2=C([C@@H](C[C@@H](O2)C(=O)NC23CC(C2)(C3)N3N=CC(=C3)C=3C=NN(C3)CC(F)(F)F)O)C1 (2R,4R)-6-chloro-4-hydroxy-N-{3-[1'-(2,2,2-trifluoroethyl)-1H,1'H-[4,4'-bipyrazol]-1-yl]bicyclo[1.1.1]pentan-1-yl}-3,4-dihydro-2H-1-benzopyran-2-carboxamide